CP(=O)(C)C1=NC=C(C(=O)OCC)C=C1 ethyl 6-(dimethylphosphoryl)nicotinate